C(C1=CC=CC=C1)OC=1C(=NC=C(C1C)C=1C=NN(C1)CC(C)C)C(=O)O 3-(benzyloxy)-5-(1-isobutyl-1H-pyrazol-4-yl)-4-methyl-picolinic acid